N-(2,6-dioxopiperidin-3-yl)-2-acetamido-4-methoxythiophene O=C1NC(CCC1N(C(C)=O)C=1SC=C(C1)OC)=O